C(C)N1C2=C(C3=CC=CC=C13)CCN(C2)CCCCNC(=O)C2=CC1=C(NC(N1)=O)C=C2 N-(4-(9-ethyl-1,3,4,9-tetrahydro-2H-pyrido[3,4-b]indol-2-yl)butyl)-2-oxo-2,3-dihydro-1H-benzo[d]imidazole-5-carboxamide